5-(2-(4-((3-methyl-4-(trifluoromethoxy)benzyl)amino)butoxy)ethoxy)benzo[c][2,6]naphthyridine-8-carboxylic acid CC=1C=C(CNCCCCOCCOC2=NC3=C(C4=CN=CC=C24)C=CC(=C3)C(=O)O)C=CC1OC(F)(F)F